1-(4-(3-(1H-imidazol-1-yl)propyl)thiazol-2-yl)-3-(4-methoxyphenyl)urea N1(C=NC=C1)CCCC=1N=C(SC1)NC(=O)NC1=CC=C(C=C1)OC